FC1=C(C=C(C=C1)C(NC1=CC(=C(C(=C1)F)F)F)=O)S(=O)(=O)NC=1C=C(C=CC1)B(O)O (3-((2-fluoro-5-((3,4,5-trifluorophenyl)carbamoyl)phenyl)sulfonylamino)phenyl)boronic acid